(2-fluoro-4-(hexahydropyrrolo[3,4-c]pyrrol-2(1H)-yl)phenyl)-6-methoxy-2-methyl-2H-indazole-5-carboxamide FC1=C(C=CC(=C1)N1CC2CNCC2C1)C=1N(N=C2C=C(C(=CC12)C(=O)N)OC)C